CC(C)(C)NCCCNC(C)(C)C N,N-di-tert-butyl-1,3-propanediamine